tert-butyl 4-(((2s)-2-(3-(((benzyloxy)carbonyl)amino)-4-(methoxycarbonyl)phenyl)-4-(2,2-difluoroethyl)piperazin-1-yl)methyl)-5-(difluoromethoxy)-7-methylindole-1-carboxylate C(C1=CC=CC=C1)OC(=O)NC=1C=C(C=CC1C(=O)OC)[C@@H]1N(CCN(C1)CC(F)F)CC1=C2C=CN(C2=C(C=C1OC(F)F)C)C(=O)OC(C)(C)C